COC1=CC(=NC=C1)C(=O)NC=1C=CC2=C(N=C(O2)C2=NN(C(C=C2)=O)C)C1 4-Methoxy-N-[2-(1-methyl-6-oxo-1,6-dihydropyridazin-3-yl)-1,3-benzoxazol-5-yl]pyridine-2-carboxamide